FC1=CC(=CC=2C(=NOC21)N2C(C(C1(CC(C1)=O)C2)=O)=O)C=O 7-fluoro-3-(6-oxo-2,5-dioxo-7-azaspiro[3.4]octan-7-yl)benzo[d]isoxazole-5-carbaldehyde